5-(4-fluorophenyl)-1,3,4-thiadiazole-2-amine FC1=CC=C(C=C1)C1=NN=C(S1)N